(2-hydroxyethyl)-N-(propan-2-yl)carbamate OCCOC(NC(C)C)=O